C(C)(C)(C)N(C(O)=O)[C@@H]1CN(CCC1)C1=NC=C(C(=N1)NC=1C=C2C(C(NC2=C(C1)C1CCCCC1)=O)(C)C)C(N)=O.N1=NNNNCCCCCCCCCC1 pentaazacyclopentadecaneN tert-butyl-(S)-(1-(5-carbamoyl-4-((7-cyclohexyl-3,3-dimethyl-2-oxoindolin-5-yl)amino)pyrimidin-2-yl)piperidin-3-yl)carbamate